2-methacrylaminoethyl (4-nitrophenyl) carbonate C(OCCNC(=O)C(=C)C)(OC1=CC=C(C=C1)[N+](=O)[O-])=O